CC1([C@H]2CN[C@@H]([C@@H]12)C#N)C (1R,2S,5S)-6,6-dimethyl-3-azabicyclo[3.1.0]hexane-2-nitrile